N-propyl-3H-benzo[b]azepin-4-carboxamide C(CC)NC(=O)C1=CC2=C(N=CC1)C=CC=C2